SC(C)O[Si](OCC)(OCC)C mercapto-methyl-triethoxysilane